[U].[U] diuranium